tert-butyl 4-(6-(4-(3-(dimethylamino)phenoxy)butyl)-1-((2-(trimethylsilyl)ethoxy)methyl)-1H-benzo[d]imidazole-2-carbonyl)piperazine-1-carboxylate CN(C=1C=C(OCCCCC=2C=CC3=C(N(C(=N3)C(=O)N3CCN(CC3)C(=O)OC(C)(C)C)COCC[Si](C)(C)C)C2)C=CC1)C